2-methyl-N-{1-[2-(5-methyl-1H-pyrrol-3-yl)quinolin-4-yl]ethyl}benzamide CC1=C(C(=O)NC(C)C2=CC(=NC3=CC=CC=C23)C2=CNC(=C2)C)C=CC=C1